3-chloro-4-(6-((6-(3,3-difluoro-4-hydroxypiperidin-1-yl)pyrimidin-4-yl)amino)-1H-pyrazolo[4,3-c]pyridin-1-yl)-5-fluorobenzonitrile ClC=1C=C(C#N)C=C(C1N1N=CC=2C=NC(=CC21)NC2=NC=NC(=C2)N2CC(C(CC2)O)(F)F)F